CC(C(=O)NS(=O)C)(C)C 2,2-dimethyl-N-(methylsulfinyl)propanamide